N-(1-(2-chloro-5-(1-(tetrahydro-2H-pyran-4-yl)-1H-pyrazol-4-yl)pyridin-4-yl)piperidin-3-yl)acetamide ClC1=NC=C(C(=C1)N1CC(CCC1)NC(C)=O)C=1C=NN(C1)C1CCOCC1